5-methyl-1-phenyl-2-pyridone CC=1C=CC(N(C1)C1=CC=CC=C1)=O